4-((2s,5r)-4-propenoyl-2,5-dimethylpiperazin-1-yl)-6-chloro-7-(2-chloro-6-fluorophenyl)-1-(2-isopropyl-4-(methylthio)pyridin-3-yl)pyrido[2,3-d]pyrimidin-2(1H)-one C(C=C)(=O)N1C[C@@H](N(C[C@H]1C)C=1C2=C(N(C(N1)=O)C=1C(=NC=CC1SC)C(C)C)N=C(C(=C2)Cl)C2=C(C=CC=C2F)Cl)C